8-fluoro-N-hydroxy-2-((2r,4s)-6-methyl-6-azaspiro[3.5]nonan-2-yl)-1,2,3,4-tetrahydroisoquinoline-6-carboxamide FC=1C=C(C=C2CCN(CC12)C1CC2(C1)CN(CCC2)C)C(=O)NO